N1(N=CC=C1)CC(C)NC(=O)C1=CC2=C(N3C(S2)=NC(=C3)C3=CC=C(C=C3)C(NC)=O)C=C1 N-(1-(1H-pyrazol-1-yl)propan-2-yl)-2-(4-(methylcarbamoyl)phenyl)benzo[d]imidazo[2,1-b]thiazole-7-carboxamide